NC1=C2C(=NC=N1)N(N=C2C=2NC1=CC(=CC=C1C2Cl)C(=O)NCC)C(C)(C)C 2-{4-amino-1-tert-butyl-1H-pyrazolo[3,4-d]pyrimidin-3-yl}-3-chloro-N-ethyl-1H-indole-6-carboxamide